(2S)-2-(6-{5-chloro-2-[(oxan-4-yl)amino]pyrimidin-4-yl}-1-oxo-2,3-dihydro-1H-isoindol-2-yl)-N-[(1S)-2-hydroxy-1-[2-(methylamino)pyridin-4-yl]ethyl]propanamide ClC=1C(=NC(=NC1)NC1CCOCC1)C1=CC=C2CN(C(C2=C1)=O)[C@H](C(=O)N[C@H](CO)C1=CC(=NC=C1)NC)C